COC(=O)C1CCC(CC1)C(=O)O (1s,4s)-4-(methoxycarbonyl)cyclohexane-1-carboxylic acid